ClC1=CC(=CC=2CN(CCOC21)C[C@@H]2CC[C@H](CC2)C(=O)NC)N2C=CC1=CC(=CC=C21)F trans-4-{[9-chloro-7-(5-fluoroindol-1-yl)-3,5-dihydro-2H-1,4-benzoxazepin-4-yl]methyl}-N-methylcyclohexane-1-carboxamide